C1(=CC=CC=C1)[C@@H]1[C@H](CN(C1)C(=O)OC(C)(C)C)C(NC1=CC=C(C=C1)C=1C=NC=CC1)=O tert-Butyl (3R,4S)-4-phenyl-3-{[4-(pyridin-3-yl)phenyl]carbamoyl}pyrrolidine-1-carboxylate